P-(4-(5-(chlorodifluoromethyl)-1,2,4-oxadiazol-3-yl)-2-fluorophenyl)-N-(3-chlorophenyl)-P-methylphosphinic amide ClC(C1=NC(=NO1)C1=CC(=C(C=C1)P(NC1=CC(=CC=C1)Cl)(=O)C)F)(F)F